ClC1=C(C#N)C=CC(=C1)N1[C@H](CN([C@@H](C1)C)C(=O)C=1C=NC(=NC1)N1CCC(CC1)CO)C 2-Chloro-4-((2S,5R)-4-(2-(4-(hydroxymethyl)piperidin-1-yl)pyrimidine-5-carbonyl)-2,5-dimethylpiperazin-1-yl)benzonitrile